3-(3,4-dicyanoanilino)-2-hexyloxy-1,4-difluoroanthraquinone C(#N)C=1C=C(NC=2C(=C(C=3C(C4=CC=CC=C4C(C3C2F)=O)=O)F)OCCCCCC)C=CC1C#N